tert-butyl 3-((4-((4-((3-(2,3-difluoro-4-methoxyphenyl) imidazo[1,2-a]pyrazin-8-yl)amino)-2-ethylbenzamido)methyl)piperidin-1-yl)methyl)pyrrolidine-1-carboxylate FC1=C(C=CC(=C1F)OC)C1=CN=C2N1C=CN=C2NC2=CC(=C(C(=O)NCC1CCN(CC1)CC1CN(CC1)C(=O)OC(C)(C)C)C=C2)CC